4-phenyl-1-(((R)-7-((R)-2-phenylpiperazine-1-carbonyl)-7-azaspiro[4.5]decan-10-yl)methyl)pyridin-2(1H)-one C1(=CC=CC=C1)C1=CC(N(C=C1)C[C@@H]1CCN(CC12CCCC2)C(=O)N2[C@@H](CNCC2)C2=CC=CC=C2)=O